N1C(=CC=2C=NC=CC21)CNC(=O)[C@H]2N(C[C@@H](C2)OC(F)F)C(CNC(C2=CC(=CC(=C2)OC2=C(C=C(C=C2)C)F)F)=O)=O (2S,4R)-N-((1H-pyrrolo[3,2-c]pyridin-2-yl)methyl)-4-(difluoromethoxy)-1-((3-fluoro-5-(2-fluoro-4-methylphenoxy)benzoyl)glycyl)pyrrolidine-2-carboxamide